(R)-2-methyl-5-(4-(4-methylpyrazolo[1,5-a]pyridin-2-yl)-6,7-dihydro-1H-imidazo[4,5-c]pyridin-5(4H)-yl)-1,3,4-oxadiazole CC=1OC(=NN1)N1[C@H](C2=C(CC1)NC=N2)C2=NN1C(C(=CC=C1)C)=C2